C(=O)O.NCCOCCNC(C1=C(C=C(C=C1)NC=1C=2N(C=CN1)C(=CN2)C=2C(=NN(C2)CC(F)F)C(F)(F)F)CC)=O N-[2-(2-aminoethoxy)ethyl]-4-[[3-[1-(2,2-difluoroethyl)-3-(trifluoromethyl)pyrazol-4-yl]imidazo[1,2-a]pyrazin-8-yl]amino]-2-ethylbenzamide formate